CC1=CC=C(C=C1)S(=O)(=O)O.FC(C1=CC=C(C=N1)OC1CC2(CNC2)C1)(F)F 6-((6-(trifluoromethyl)pyridin-3-yl)oxy)-2-azaspiro[3.3]heptane 4-methylbenzenesulfonate